tert-butyl (2S)-2-(((tert-butyldiphenylsilyl)oxy)methyl)-4-(1-diazo-2-ethoxy-2-oxoethyl)-4-hydroxypiperidine-1-carboxylate [Si](C1=CC=CC=C1)(C1=CC=CC=C1)(C(C)(C)C)OC[C@H]1N(CCC(C1)(O)C(C(=O)OCC)=[N+]=[N-])C(=O)OC(C)(C)C